CN1CC(CC1)C1=NC=CC=C1N (1-methylpyrrolidin-3-yl)pyridin-3-amine